tetrahydro-2H-pyran-2,3,4-triacetate O1C(C(C(CC1)CC(=O)[O-])CC(=O)[O-])CC(=O)[O-]